[(3R)-3-amino-1-piperidyl]-[2-(1,9-diazatricyclo[6.3.1.04,12]dodeca-2,4(12),5,7-tetraen-2-yl)-7-methoxy-1-methyl-benzimidazol-5-yl]methanone N[C@H]1CN(CCC1)C(=O)C1=CC2=C(N(C(=N2)C=2N3CCNC4=CC=CC(C2)=C34)C)C(=C1)OC